2'-methoxy-4-thio-uridine triphosphate P(O)(=O)(OP(=O)(O)OP(=O)(O)O)OC[C@@H]1[C@H]([C@]([C@@H](O1)N1C(=O)NC(=S)C=C1)(O)OC)O